(4R)-4-(2-imino-4,4-dimethyl-6-oxo-hexahydropyrimidin-1-yl)-1,1-dioxo-N-[(2R,4S)-2-(trifluoromethyl)chroman-4-yl]-3,4-dihydro-2H-thiochromene-6-carboxamide N=C1N(C(CC(N1)(C)C)=O)[C@@H]1CCS(C2=CC=C(C=C12)C(=O)N[C@H]1C[C@@H](OC2=CC=CC=C12)C(F)(F)F)(=O)=O